[I-].C(C)(C)(C)OC(=O)NC=1C=CC2=C3C=CC(=CC3=C([N+](=C2C1)CCCI)C1=CC=CC=C1)NC(=O)OC(C)(C)C 3,8-bis((t-butoxycarbonyl)amino)-5-(3-iodopropyl)-6-phenylphenanthridine-5-ium iodide